NC=1C(=NC(=CN1)C1=CC=C(C=C1)CN1CCOCC1)C(=O)NC1=CC(=CC(=C1)OC)OC 3-amino-N-(3,5-dimethoxyphenyl)-6-(4-(morpholinomethyl)phenyl)pyrazine-2-carboxamide